OC1=CC=C(C=C1)C1(C2=CC=C(C=C2C=2C=C(C=CC12)C1=CC=CC=C1)C1=CC=CC=C1)C1=CC=C(C=C1)O 9,9-bis(4-hydroxyphenyl)-3,6-diphenylfluorene